CN(CCOC1=CC=C(C=C1)C=1OC2=C(C=C(C=C2C(C1C)=O)C)[C@H](C)O)C 2-[4-[2-(dimethylamino)ethoxy]phenyl]-8-[(1S)-1-hydroxyethyl]-3,6-dimethyl-chromen-4-one